C=CCCCCCCCCC 1-Undecen